(2R,3S,4R,5R)-3-methyl-2-[(3-methylimidazo[1,2-a]pyridin-7-yl)oxymethyl]-5-(4-methylpyrrolo[2,3-d]pyrimidin-7-yl)tetrahydrofuran-3,4-diol C[C@]1([C@H](O[C@H]([C@@H]1O)N1C=CC2=C1N=CN=C2C)COC2=CC=1N(C=C2)C(=CN1)C)O